CN([C@@H](CC1=CC=C(C=C1)O)C(=O)O)C dimethyltyrosine